(2R)-4-(4'-(2-amino-3-hydroxypropoxy)-[1,1'-biphenyl]-4-yl)-2-(2-((R)-1-hydroxyethyl)-1H-imidazol-1-yl)but-3-yn-1-ol NC(COC1=CC=C(C=C1)C1=CC=C(C=C1)C#C[C@H](CO)N1C(=NC=C1)[C@@H](C)O)CO